benzyl (1R,5S)-3-[3-amino-6-[2-(methoxymethoxy)phenyl]pyridazin-4-yl]-3,8-diazabicyclo[3.2.1]octane-8-carboxylate NC=1N=NC(=CC1N1C[C@H]2CC[C@@H](C1)N2C(=O)OCC2=CC=CC=C2)C2=C(C=CC=C2)OCOC